(1S,3S)-methyl 3-((2,4-dichloropyrimidin-5-yl)oxy)cyclohexanecarboxylate ClC1=NC=C(C(=N1)Cl)O[C@@H]1C[C@H](CCC1)C(=O)OC